ClC=1C=C(C(=NC1)O)N1N=C(N=C1)C(=O)N1[C@@H](C=2C(CC1)=C(N(N2)C)C2=CC(=CC(=C2)F)F)C [1-(5-chloro-2-hydroxy-3-pyridyl)-1,2,4-triazol-3-yl]-[(7R)-3-(3,5-difluorophenyl)-2,7-dimethyl-5,7-dihydro-4H-pyrazolo[3,4-c]pyridin-6-yl]methanone